CN1C(N(C=2C1=CC=1C(=NN=C(C1C2)N[C@H](C)C2=C(C(=CC=C2)C2CC2)C)C)C)=O 1,3,8-trimethyl-5-[[(1R)-1-(3-cyclopropyl-2-methyl-phenyl)ethyl]amino]imidazo[4,5-g]phthalazin-2-one